3-(3-chloro-4-fluorophenyl)-1-(1(R)-(1-oxo-1,2-dihydroisoquinolin-4-yl)ethyl)-1-(((S)-tetrahydrofuran-2-yl)methyl)urea ClC=1C=C(C=CC1F)NC(N(C[C@H]1OCCC1)[C@H](C)C1=CNC(C2=CC=CC=C12)=O)=O